FC=1C=C(C=C(C1CN1CCOCC1)F)C=1C=CC=C2N=CC(=NC12)C=1C=NN(C1)C1CCN(CC1)C(CCCCCNC1=C2C(N(C(C2=CC=C1)=O)C1C(NC(CC1)=O)=O)=O)=O 4-[[6-[4-[4-[8-[3,5-difluoro-4-(morpholinomethyl)phenyl]quinoxalin-2-yl]pyrazol-1-yl]-1-piperidyl]-6-oxo-hexyl]amino]-2-(2,6-dioxo-3-piperidyl)isoindoline-1,3-dione